2-bromo-5-methanesulfonyl-1,3-dimethoxybenzene BrC1=C(C=C(C=C1OC)S(=O)(=O)C)OC